2-(1-(4-aminopyridin-2-yl)piperidin-4-yl)ethanol NC1=CC(=NC=C1)N1CCC(CC1)CCO